O=C(CCOCCOCCOCCC(=O)O)NCCNCCNC(CCOCCOCCC(OCC=C)=O)=O 13,21,30-trioxo-4,7,10,24,27,31-hexaoxa-14,17,20-triazatetratriacont-33-enoic acid